trimethyl-[2-fluoro-2-(phenylthio)ethoxy]silane C[Si](OCC(SC1=CC=CC=C1)F)(C)C